(S)-tert-butyl (1-(ethyl(2-oxo-2-(4-(5-(trifluoromethyl)pyrimidin-2-yl)piperazin-1-yl)ethoxy)amino)propan-2-yl)carbamate C(C)N(C[C@H](C)NC(OC(C)(C)C)=O)OCC(N1CCN(CC1)C1=NC=C(C=N1)C(F)(F)F)=O